CN(CC1=C(C(=CC(=C1)CC)OC)OCCCCCCCCCC)C N,N-Dimethyl-1-(2-decyloxy-5-ethyl-3-methoxyphenyl)methanamin